2-(4-(1-propylcyclopropyl)phenyl)acetonitrile C(CC)C1(CC1)C1=CC=C(C=C1)CC#N